(Z,Z,E)-1-chloro-6,10,12-pentadecatriene ClCCCCC\C=C/CC\C=C/C=C/CC